CC1(O[C@@H]2[C@H](O1)[C@H](O[C@H]2N2C1=NC=NC(=C1N=C2)NC(=O)N[C@@H](CCC(=O)OC(C)(C)C)C(=O)OC(C)(C)C)COS(N)(=O)=O)C di-tert-butyl ((9-((3aR,4R,6R,6aR)-2,2-dimethyl-6-((sulfamoyloxy)methyl)tetrahydrofuro[3,4-d][1,3]dioxol-4-yl)-9H-purin-6-yl)carbamoyl)-L-glutamate